2-butenamide methanesulfonate CS(=O)(=O)O.C(C=CC)(=O)N